CS(=O)(=O)O.CS(=O)(=O)O.NC1=C(C=2NC3=CC=CC=C3SC2C=C1)N diaminophenothiazine bis(methanesulfonate) salt